C(#N)[C@H](CC(=O)OCC1=CC=CC=C1)NC(=O)[C@H]1NCCC2=CC(=CC=C12)C Benzyl (S)-3-cyano-3-((S)-6-methyl-1,2,3,4-tetrahydroisoquinoline-1-carboxamido)propanoate